(3-hydroxypropyl)-4-methylquinoxaline-2,3(1H,4H)-dione OCCCN1C(C(N(C2=CC=CC=C12)C)=O)=O